COC=1C=C(C=CC1S(=O)(=O)N(C1CCN(CC1)C)C)B(O)O (3-Methoxy-4-(N-methyl-N-(1-methylpiperidin-4-yl)aminosulfonyl)phenyl)boronic Acid